2-Amino-N-(1-(8-chloro-5-(4-hydroxy-4-(trifluoromethyl)piperidin-1-yl)imidazo-[1,5-a]pyridin-6-yl)ethyl)pyrazolo[1,5-a]-pyrimidine-3-carboxamide trifluoroacetate FC(C(=O)O)(F)F.NC1=NN2C(N=CC=C2)=C1C(=O)NC(C)C=1C=C(C=2N(C1N1CCC(CC1)(C(F)(F)F)O)C=NC2)Cl